(1S,2S,3R,4S,5R)-3-((5-chloro-4-(4-fluoro-2-(2-hydroxypropan-2-yl)-1-isopropyl-1H-benzo[d]imidazol-6-yl)pyrimidin-2-yl)amino)-2-methyl-6,8-dioxabicyclo[3.2.1]octan-4-ol ClC=1C(=NC(=NC1)N[C@@H]1[C@@H]([C@H]2CO[C@@H]([C@H]1O)O2)C)C=2C=C(C1=C(N(C(=N1)C(C)(C)O)C(C)C)C2)F